propane Triacrylate C(C=C)(=O)O.C(C=C)(=O)O.C(C=C)(=O)O.CCC